(2-((5-chloro-2-((4-(7-(dimethyl-amino)-2-azaspiro[3.5]nonan-2-yl)phenyl)amino)pyrimidin-4-yl)amino)phenyl)dimethylphosphine oxide ClC=1C(=NC(=NC1)NC1=CC=C(C=C1)N1CC2(C1)CCC(CC2)N(C)C)NC2=C(C=CC=C2)P(C)(C)=O